N-((3R,4S)-4-((6-(2,6-dichloro-3,5-dimethoxyphenyl)-8-(neopentylamino)pyrido[3,4-d]pyrimidin-2-yl)amino)tetrahydrofuran-3-yl)acrylamide ClC1=C(C(=C(C=C1OC)OC)Cl)C1=CC2=C(N=C(N=C2)N[C@H]2[C@H](COC2)NC(C=C)=O)C(=N1)NCC(C)(C)C